6-(Cyclopropanecarboxamido)-4-((2-methoxy-3-(5-((methylamino)methyl)thiazol-2-yl)phenyl)amino)-N-(trisDeuteromethyl)pyridazine-3-carboxamide C1(CC1)C(=O)NC1=CC(=C(N=N1)C(=O)NC([2H])([2H])[2H])NC1=C(C(=CC=C1)C=1SC(=CN1)CNC)OC